bishydroxyethylenedioxythiophene OC1=C(C2=C(S1)OCCO2)O